OCCCCCCCCCCCCCCCCCCCCCCCCCCCC(=O)O 28-Hydroxy-octacosanoic acid